P(=O)(O)(O)O.NNC(=N)NN 1,3-diaminoguanidine phosphate